C(#N)CC(=O)N1C[C@@H](CCC1)NC1=C2C(=NC=C1C=1C=C(C(=O)NC)C=CN1)NC=C2 (R)-2-(4-((1-(2-cyanoacetyl)piperidin-3-yl)amino)-1H-pyrrolo[2,3-b]pyridin-5-yl)-N-methylisonicotinamide